(S)-tert-butyl-1-(4-(benzylthio)phenylamino)-1-oxo-3-phenylpropan-2-ylcarbamate C(C)(C)(C)OC(N[C@H](C(=O)NC1=CC=C(C=C1)SCC1=CC=CC=C1)CC1=CC=CC=C1)=O